N1C=C(C2=CC(=CC=C12)C(=O)O)C(=O)O indole-3,5-dicarboxylic acid